N-(carboxymethyl)-N-[2-(dimethylamino)ethyl]-glycine C(=O)(O)CN(CC(=O)O)CCN(C)C